2-amino-1-(2-(3,4-difluorophenyl)-8,8-dimethyl-3-((6-(trifluoromethyl)pyridin-3-yl)amino)-5,6-dihydroimidazo[1,2-a]pyrazin-7(8H)-yl)ethan-1-one NCC(=O)N1C(C=2N(CC1)C(=C(N2)C2=CC(=C(C=C2)F)F)NC=2C=NC(=CC2)C(F)(F)F)(C)C